(S)-1-(4-(2-amino-4-cyanophenyl)pyridin-2-yl)but-3-ylcarbamic acid benzyl ester C(C1=CC=CC=C1)OC(N[C@H](CCC1=NC=CC(=C1)C1=C(C=C(C=C1)C#N)N)C)=O